5-((4-chloro-5-((2,2'-dichloro-3'-(3-(4-formyl-1H-1,2,3-triazol-1-yl)propoxy)-[1,1'-biphenyl]-3-yl)methoxy)-2-formylphenoxy)methyl)nicotinonitrile ClC1=CC(=C(OCC=2C=NC=C(C#N)C2)C=C1OCC=1C(=C(C=CC1)C1=C(C(=CC=C1)OCCCN1N=NC(=C1)C=O)Cl)Cl)C=O